(2E)-1-(4-Methyl-1-piperazinyl)-3-(5-nitro-2-furyl)-2-propen-1-one CN1CCN(CC1)C(\C=C\C=1OC(=CC1)[N+](=O)[O-])=O